COC(=O)C1=CC2=C(NC(=N2)C(F)F)C=C1 2-(difluoromethyl)-1H-benzo[d]Imidazole-5-carboxylic acid methyl ester